FC1=C(C(=CC(=C1)OC)F)C1=C(C(N(N1C)C1=NC(=CC(=C1)OC)N1CCOCC1)=O)NC(C1=CC=C(C=C1)OC(F)F)=O N-(5-(2,6-Difluoro-4-methoxyphenyl)-2-(4-methoxy-6-morpholinopyridin-2-yl)-1-methyl-3-oxo-2,3-dihydro-1H-pyrazol-4-yl)-4-(difluoromethoxy)benzamide